C1(CC1)C(=O)NC1=NN2C(C=C(C=C2)C2=C(C=NN2C)OC[C@H]2CN(CCO2)C(=O)OC(C)(C)C)=C1 tert-butyl (R)-2-(((5-(2-(cyclopropanecarboxamido)pyrazolo[1,5-a]pyridin-5-yl)-1-methyl-1H-pyrazol-4-yl)oxy)methyl)morpholine-4-carboxylate